ClC1=CC=C(S1)CNC1=CC(=NN1C(=O)C1=CSC=C1)C1CCN(CC1)C(C)=O 1-[4-(5-{[(5-chlorothiophen-2-yl)methyl]amino}-1-(thiophene-3-carbonyl)-1H-pyrazol-3-yl)piperidin-1-yl]ethan-1-one